C(C=C)(=O)N1CCCCC1 1-propenoylpiperidin